N-((6-cyanopyridin-3-yl)methyl)-5-hydroxy-2-morpholino-1,7-naphthyridine-6-carboxamide C(#N)C1=CC=C(C=N1)CNC(=O)C=1C(=C2C=CC(=NC2=CN1)N1CCOCC1)O